(S)-N-(1-(2,4-difluorophenyl)ethyl)-2-(6-fluoro-1-methyl-2,4-dioxo-1,4-dihydroquinazolin-3(2H)-yl)acetamide FC1=C(C=CC(=C1)F)[C@H](C)NC(CN1C(N(C2=CC=C(C=C2C1=O)F)C)=O)=O